(2S)-6-(benzyloxy)-2,5,7,8-tetramethyl-2-(4-methyl-2-(phenylsulfonyl)pent-3-en-1-yl)chromane C(C1=CC=CC=C1)OC=1C(=C2CC[C@](OC2=C(C1C)C)(CC(C=C(C)C)S(=O)(=O)C1=CC=CC=C1)C)C